(S)-5-(1-(2-Isopropoxypropyl)-2-(tetrahydro-2H-pyran-4-yl)-1H-benzo[d]imidazol-6-yl)-1,3-dimethylpyridin-2(1H)-one C(C)(C)O[C@H](CN1C(=NC2=C1C=C(C=C2)C=2C=C(C(N(C2)C)=O)C)C2CCOCC2)C